6-methyl-4-[5-(methylsulfonyl)-2-phenoxyphenyl]-1,6-dihydro-7H-pyrrolo[2,3-c]pyridin-7-one CN1C(C2=C(C(=C1)C1=C(C=CC(=C1)S(=O)(=O)C)OC1=CC=CC=C1)C=CN2)=O